COCCOC=1C=C(C=NC1)C=1OC2=C(N1)C=C(C=C2)OCC2=NC=C(C=C2)OC 2-[5-(2-Methoxyethoxy)pyridin-3-yl]-5-[(5-methoxypyridin-2-yl)methoxy]-1,3-benzoxazole